1-n-butyl-piperidinium C(CCC)[NH+]1CCCCC1